10-undecenate C(CCCCCCCCC=C)(=O)[O-]